C(C)(C)(C)C1=CC=C(C=C1)C12CNCC2C1 1-(4-(tert-butyl)phenyl)-3-azabicyclo[3.1.0]Hexane